C(CCC)N(CC(=O)O)C(=O)OCC1C2=CC=CC=C2C=2C=CC=CC12 2-[butyl-(9H-fluoren-9-ylmethoxycarbonyl)amino]acetic acid